C(=O)O.FC1=C2C=C(NC2=CC=C1OC1=CC=NC2=CC(=C(C=C12)OC)OC[C@@H]1C[C@H](C1)N(C)C)C trans-3-(((4-((4-fluoro-2-methyl-1H-indol-5-yl)oxy)-6-methoxyquinolin-7-yl)oxy)methyl)-N,N-dimethylcyclobutylamine formate